FC1=C(C=CC=C1)C1=CC=C(C=C1)CCCNC(=O)C1=CN=CN1C N-(3-(2'-fluoro-[1,1'-biphenyl]-4-yl)propyl)-1-methyl-1H-imidazole-5-carboxamide